6-chloro-3-(4-chloro-3-fluorophenyl)-3-methyl-2,3-dihydro-1H-pyrrolo[2,3-b]pyridine ClC1=CC=C2C(=N1)NCC2(C)C2=CC(=C(C=C2)Cl)F